2-Methyloxazolo[4,5-c]pyridin-7-amine CC=1OC2=C(C=NC=C2N)N1